C(C)N(C(C)C)CCC1=CNC2=CC(=CC(=C12)OC)F N-ethyl-N-(2-(6-fluoro-4-methoxy-1H-indol-3-yl)ethyl)propan-2-amine